N-(5-(2-(2-aminopyridin-3-yl)-5-(1H-pyrazol-1-yl)-3H-imidazo[4,5-b]pyridin-3-yl)-2-fluoro-2,3-dihydro-1H-inden-1-yl)piperazin-1-amine NC1=NC=CC=C1C1=NC=2C(=NC(=CC2)N2N=CC=C2)N1C=1C=C2CC(C(C2=CC1)NN1CCNCC1)F